(6AR)-4-chloro-3-(2-fluoro-6-methoxyphenyl)-1-hydrazino-6a,7,9,10-tetrahydro-12H-pyrazino[2,1-c]pyrido[3,4-f][1,4]oxazepin-8(6H)-carboxylic acid tert-butyl ester C(C)(C)(C)OC(=O)N1C[C@@H]2COC3=C(CN2CC1)C(=NC(=C3Cl)C3=C(C=CC=C3OC)F)NN